CC(C)(C(CC(CC(C)C)=O)=O)C 2,2,7-Trimethyl-3,5-octandion